C(CCCCC)N1C=[N+](C=C1)C 1-n-hexyl-3-methylimidazolium